5-(2,4-bis(Benzyloxy)-5-isopropylphenyl)-N-ethyl-4-(4-((1-glycylpiperidin-4-yl)methyl)phenyl)-4H-1,2,4-triazole-3-carboxamide C(C1=CC=CC=C1)OC1=C(C=C(C(=C1)OCC1=CC=CC=C1)C(C)C)C=1N(C(=NN1)C(=O)NCC)C1=CC=C(C=C1)CC1CCN(CC1)C(CN)=O